ClC1=CC=C2C(=NN(C2=C1)C1=CC=C(C=C1)S(=O)(=O)C)C(C)N1N=C(C=C1)CC 1-(1-(6-Chloro-1-(4-(methylsulfonyl)phenyl)-1H-indazol-3-yl)ethyl)-3-ethyl-1H-pyrazole